(trans)-4-[7-[1-[4-(trifluoromethoxy)benzoyl]-4-piperidyl]-3H-imidazo[4,5-b]pyridin-2-yl]cyclohexanecarboxylic acid FC(OC1=CC=C(C(=O)N2CCC(CC2)C2=C3C(=NC=C2)NC(=N3)[C@@H]3CC[C@H](CC3)C(=O)O)C=C1)(F)F